4-((2,3-dihydrobenzo[b][1,4]dioxin-6-yl-2,2,3,3-d4)oxy)piperidine O1C2=C(OC(C1([2H])[2H])([2H])[2H])C=C(C=C2)OC2CCNCC2